(N-methylphenylamino)dimethylallylsilane CN(C1=CC=CC=C1)[SiH2]CC=C(C)C